4-((S)-5-Methyl-3-((R)-1,1,1-trifluoro-2-hydroxypropan-2-yl)-5,6-dihydroimidazo[1,5-a]pyrazolo[5,1-c]pyrazin-9-yl)-2-oxabicyclo[2.2.2]octane-1-carbaldehyde C[C@H]1CN2C(C=3N1C(=NC3)[C@@](C(F)(F)F)(C)O)=CC(=N2)C23COC(CC2)(CC3)C=O